2-(5-(((tert-butyldiphenylsilyl) oxy) methyl)-1,4-dioxane-2-yl)-2,2-difluoroethyl trifluoromethanesulfonate FC(S(=O)(=O)OCC(F)(F)C1OCC(OC1)CO[Si](C1=CC=CC=C1)(C1=CC=CC=C1)C(C)(C)C)(F)F